C1(CCCC1)OP(=O)(OC1CCCC1)P(=O)(O)O.C(C)(C)(C)P(C1=CC(=CC=C1)OC(F)(F)F)C(C)(C)C di-(tert-butyl)(3-trifluoromethoxyphenyl)phosphine dicyclopentyl-hypodiphosphate